tert-butyl 2-oxo-1,7-diazaspiro[4.4]nonane-7-carboxylate O=C1NC2(CC1)CN(CC2)C(=O)OC(C)(C)C